1-(1-(4-bromobutyl)-1H-indol-3-yl)ethane-1-one BrCCCCN1C=C(C2=CC=CC=C12)C(C)=O